(5-formylfuran-2-yl)benzonitrile C(=O)C1=CC=C(O1)C1=C(C#N)C=CC=C1